4-amino-3-[6-(3'-chloro-4-methylbiphenyl-2-yl)pyridine-3-ylazo]naphthalene-1-sulfonic acid NC1=C(C=C(C2=CC=CC=C12)S(=O)(=O)O)N=NC=1C=NC(=CC1)C1=C(C=CC(=C1)C)C1=CC(=CC=C1)Cl